BrC=1C=C(N(C1)C1(CC1)C)F 4-bromo-2-fluoro-1-(1-methylcyclopropyl)pyrrole